C(C)(C)(C)OC(=O)N1C(CCC1)C1=C(C=CC(=C1)C(=O)OCC)C (5-(ethoxycarbonyl)-2-methylphenyl)pyrrolidine-1-carboxylic acid tert-butyl ester